FC1=C(C=C(C=C1)C1NC(NC(=C1C(=O)NC=1C=C2C=NNC2=CC1)C)=O)C(NCCC1=CC=NC=C1)=O 4-[4-fluoro-3-(2-pyridin-4-ylethylcarbamoyl)phenyl]-N-(1H-indazol-5-yl)-6-methyl-2-oxo-3,4-dihydro-1H-pyrimidine-5-carboxamide